4-(difluoromethyl)-1-methyl-6-oxo-1,6-dihydropyridine-3-carboxylic acid methyl ester COC(=O)C1=CN(C(C=C1C(F)F)=O)C